(1-(3,5-bis((E)-3,4-dichlorobenzylidene)-4-oxopiperidin-1-yl)-1-oxo-3-phenylpropan-2-yl)glycine ClC=1C=C(\C=C\2/CN(C\C(\C2=O)=C/C2=CC(=C(C=C2)Cl)Cl)C(C(CC2=CC=CC=C2)NCC(=O)O)=O)C=CC1Cl